N1(N=CN=C1)C(=O)N1CC(CCC1)N1N=C(C(=C1N)C(=O)N)C1=CC=C(C=C1)OC1=CC=CC=C1 1-(1-(1H-1,2,4-triazole-1-carbonyl)piperidin-3-yl)-5-amino-3-(4-phenoxyphenyl)-1H-pyrazole-4-carboxamide